tert-Butyl citronellate C(CC(C)CCC=C(C)C)(=O)OC(C)(C)C